1-methyl-1H-pyrazolo[3,4-c]pyridine-7-carboxamide CN1N=CC=2C1=C(N=CC2)C(=O)N